C(C)C=1C(NC2=C(N1)SC(=C2)CN2CCN(CC2)C=2C(=NC(=CC2)C)C(=O)NC2CC(C2)O)=O (4-((3-ethyl-2-oxo-1,2-dihydrothieno[2,3-b]pyrazin-6-yl)methyl)piperazin-1-yl)-N-((1s,3s)-3-hydroxycyclobutyl)-6-methylpyridinecarboxamide